2-acetyl-N-(4-(1,1,1,3,3,3-hexafluoro-2-hydroxypropan-2-yl)phenyl)-6-sulfamoyl-1,2,3,4-tetrahydroisoquinoline-1-carboxamide C(C)(=O)N1C(C2=CC=C(C=C2CC1)S(N)(=O)=O)C(=O)NC1=CC=C(C=C1)C(C(F)(F)F)(C(F)(F)F)O